C(CCCCCCCCCC)C=1C=C(C=C(O)C1)O 5-Undecylresorcinol